CS(=O)(=O)C1=CC(=C(NCC#C)C=C1)OC([2H])([2H])[2H] 4-methylsulfonyl-N-prop-2-ynyl-2-(trideuteriomethoxy)aniline